N-(maleimidoacetoxy)-succinimide C1(C=CC(N1CC(=O)ON1C(CCC1=O)=O)=O)=O